benzyl (2S,5R)-5-((2-((1-ethyl-1H-pyrazol-4-yl) amino)-7-((2-(trimethylsilanyl) ethoxy) methyl)-7H-pyrrolo[2,3-d]pyrimidin-4-yl) (methyl) amino)-2-methylpiperidine-1-carboxylate C(C)N1N=CC(=C1)NC=1N=C(C2=C(N1)N(C=C2)COCC[Si](C)(C)C)N([C@@H]2CC[C@@H](N(C2)C(=O)OCC2=CC=CC=C2)C)C